C(C)(C)N([C@@H](C)C(=O)O)P(=O)(OC1=CC=CC=C1)OC[C@H]1N2CC[C@H](C1=O)C2.CC(CCCCC)N2CCN(CC2)C2=CC=C(C=C2)[N+](=O)[O-] Hept-2-yl-4-(4-nitrophenyl)piperazine isopropyl-((((1R,2R,4S)-3-oxo-1-azabicyclo[2.2.1]heptan-2-yl)methoxy)(phenoxy)phosphoryl)-L-alaninate